3-(1,3-benzodioxol-5-ylmethyl)-N5,N5,6-trimethyl-2-oxo-1-[3-(trifluoromethyl)phenyl]-1,2-dihydropyridine-3,5-dicarboxamide O1COC2=C1C=CC(=C2)CC2(C(N(C(=C(C2)C(=O)N(C)C)C)C2=CC(=CC=C2)C(F)(F)F)=O)C(=O)N